O([C@H]1[C@H](O)[C@@H](O)[C@H](O)[C@H](O1)CO)CC(COC(C1=CC=CC=C1)=O)O 3-(benzoyloxy)-2-hydroxypropyl β-D-glucopyranoside